(isopropyl)-N-(2H3)methylmethoxycarbonylamine C(C)(C)C(ON=C=O)C([2H])([2H])[2H]